6-Bromo-4-methyl-3,4-dihydro-2H-benzo[b][1,4]oxazine BrC1=CC2=C(OCCN2C)C=C1